CC(C(C)C)C1=CC=2C(C3=CC=CC=C3C(C2C=C1)=O)=O 2-(1,2-dimethylpropyl)-9,10-anthraquinone